(S)-4-(3-(dimethylamino)-3-(3-(trifluoromethyl)-phenethyl)piperidin-1-yl)-2,6-dimethyl-N-(pyrimidin-4-yl)benzenesulfonamide CN([C@@]1(CN(CCC1)C1=CC(=C(C(=C1)C)S(=O)(=O)NC1=NC=NC=C1)C)CCC1=CC(=CC=C1)C(F)(F)F)C